acetic acid-9-tetracyclo[6.2.1.13,6.02,7]dodec-4-enyl ester C12C3C4C=CC(C3C(C(C1)OC(C)=O)C2)C4